5,6,7,8-tetrahydrocyclohepta[d][1,2,3]triazole N=1N=NC=2C1CCCCC2